(1S,4S)-5-((R)-8-((1,3-dimethyl-1H-pyrazol-5-yl)sulfonyl)-8-azaspiro[4.5]dec-2-yl)-2-oxa-5-azabicyclo[2.2.1]heptane CN1N=C(C=C1S(=O)(=O)N1CCC2(CC[C@H](C2)N2[C@@H]3CO[C@H](C2)C3)CC1)C